FC=1C=C(C=C(C1)F)C(CCC[C@@H](C)[C@H]1CC[C@H]2[C@@H]3CC[C@H]4[C@H]([C@H](CC[C@]4(C)[C@H]3CC[C@]12C)O)O)O 24-[(3,5-difluorophenyl)(hydroxy)methyl]-5α-cholan-3β,4β-diol